NC1=NC2=CC(=CC=C2C=C1Cl)OC[C@@H]1[C@H]([C@H]([C@@H](S1)N1C=CC2=C1N=CN=C2N)O)O 7-[5-O-(2-amino-3-chloroquinolin-7-yl)-4-thio-beta-D-ribofuranosyl]-7H-pyrrolo[2,3-d]pyrimidin-4-amine